CNC1=CC=2C(C3=CC=CC=C3C2C=C1)O 2-(methylamino)-9H-fluoren-9-ol